O1C(CCCC1)N1N=CC(=C1)N 1-(oxan-2-yl)pyrazol-4-amine